C(C1=CC=CC=C1)N(COC)COC N-benzyl-1-methoxy-N-(methoxymethyl)methylamine